IC=1C2=C(SC1C(=O)O)C(=CC=C2)C=2C=C1CN(C(C1=CC2)=O)C 3-Iodo-7-(2-methyl-1-oxoisoindolin-5-yl)benzo[b]thiophene-2-carboxylic acid